8-hydroxy-7-(piperidin-1-ylmethylene)benzopyran magnesium [Mg].OC=1C(C=CC2=CC=COC21)=CN2CCCCC2